CC1=CC=C(C=C1)S(=O)(=O)N1C=C(C2=CC=CC=C12)C1C2CCCC(C1)N2C(=O)OCC2=CC=CC=C2 benzyl 6-(1-(4-methylbenzenesulfonyl)-1H-indol-3-yl)-8-azabicyclo[3.2.1]octane-8-carboxylate